C(C1=CC=CC=C1)OC1=C(C(=NC=C1C(=O)OCC)Cl)F ethyl 4-(benzyloxy)-6-chloro-5-fluoronicotinate